C(C)(C)(C)N1C=C(C(=C1)F)C(=O)NC1=C(C=C(C(=C1)C=1C=C(C=2N(C1)C=CN2)N2CCOCC2)C)F 1-tert-butyl-4-fluoro-N-{2-fluoro-4-methyl-5-[8-(morpholin-4-yl)imidazo[1,2-a]pyridin-6-yl]phenyl}pyrrole-3-carboxamide